ClC1=CC(=C(C(=O)O)C=C1)NCCCC=1OC=CC1 4-Chloro-2-((3-(furan-2-yl)propyl)amino)benzoic Acid